(S)-2-amino-2-(3-fluoro-5-methylphenyl)ethanoic acid hydrochloride Cl.N[C@H](C(=O)O)C1=CC(=CC(=C1)C)F